tert-butyl-(4-bromo-3-(isopropylthio) phenyl) carbamate C(N)(OC1=C(C(=C(C=C1)Br)SC(C)C)C(C)(C)C)=O